sodium sulfur nickel cobalt manganese [Mn].[Co].[Ni].[S].[Na]